CC1=NN(C2=CC=C(C=C12)C1=NC=CC(=C1)NC(C=C)=O)COCC[Si](C)(C)C N-[2-[3-methyl-1-(2-trimethylsilylethoxymethyl)indazol-5-yl]-4-pyridyl]prop-2-enamide